[Ni].[Pd] palladium nickel